COC=1C=C(C=NC1)C=1C=CC2=C(C=3CN(C(C3C=C2)=O)CC(C(=O)N)=C)C1 2-{[8-(5-methoxypyridin-3-yl)-3-oxo-1H,2H,3H-benzo[e]isoindol-2-yl]methyl}prop-2-enamide